3-(8-(1-benzylpiperidin-4-yl)-5-oxopyrrolo[2,3,4-de]quinolin-4(5H)-yl)piperidine-2,6-dione C(C1=CC=CC=C1)N1CCC(CC1)C1=CC=C2C=3C(=CC=NC13)N(C2=O)C2C(NC(CC2)=O)=O